CN(CCCNCCCCCC(=O)OCC(CCCCCCCC)CCCCCC)C 2-hexyldecyl 6-((3-(dimethylamino)propyl)amino)hexanoate